FC=1C=CC(=NC1)NC(CN1C=2N(C(C3=C1C(N(C3)C(C)C)=O)=O)N=C(C2)[C@H]2CN(CC2)C(=O)OC(C)(C)C)=O |r| tert-butyl (±)-3-[4-{2-[(5-fluoropyridin-2-yl)amino]-2-oxoethyl}-5,8-dioxo-6-(propan-2-yl)-5,6,7,8-tetrahydro-4H-pyrazolo[1,5-a]pyrrolo[3,4-d]pyrimidin-2-yl]pyrrolidine-1-carboxylate